aluminum tris(2,4-pentanedione) CC(CC(C)=O)=O.CC(CC(C)=O)=O.CC(CC(C)=O)=O.[Al]